O=N oxoammonia